COCCOC=1C=C(C=CC1C(F)(F)F)NC(O)=O (3-(2-methoxyethoxy)-4-(trifluoromethyl)phenyl)carbamic acid